S1C(=NC2=C1C=CC=C2)NC(=O)C=2C=CC=C1C(CN(CC21)C2=CC=C(C(=N2)C(=O)O)C=2C=NN(C2C)CC21CC3CC(CC(C2)C3)C1)(C)C 6-[8-(1,3-benzothiazol-2-ylcarbamoyl)-4,4-dimethyl-3,4-dihydroisoquinolin-2(1H)-yl]-3-[5-methyl-1-(tricyclo[3.3.1.13,7]dec-1-ylmethyl)-1H-pyrazol-4-yl]pyridine-2-carboxylic acid